(E)-3-(4-Hydroxy-3-nitrophenyl)-1-(4-nitrophenyl)prop-2-en-1-one OC1=C(C=C(C=C1)/C=C/C(=O)C1=CC=C(C=C1)[N+](=O)[O-])[N+](=O)[O-]